N1=C(C=CC=C1)C1=NNC=C1C1=CC(=NC=C1)C1=CC=C(C(=O)NC2CCOCC2)C=C1 4-(4-(3-(pyridin-2-yl)-1H-pyrazol-4-yl)pyridin-2-yl)-N-(tetrahydro-2H-pyran-4-yl)benzamide